CN1N=CC(=C1)NC1CCOCC1 1-methyl-N-(oxan-4-yl)-1H-pyrazol-4-amine